(2S)-2-amino-4-[5-[bis(2-chloroethyl)amino]-1-phenyl-benzimidazol-2-yl]butanoic acid dihydrochloride Cl.Cl.N[C@H](C(=O)O)CCC1=NC2=C(N1C1=CC=CC=C1)C=CC(=C2)N(CCCl)CCCl